FC(C1(CC1)N1C=C(C(=CC1=O)OS(=O)(=O)C(F)(F)F)C(=O)OC)F methyl 1-(1-(difluoromethyl) cyclopropyl)-6-oxo-4-(((trifluoromethyl) sulfonyl) oxy)-1,6-dihydropyridine-3-carboxylate